4-(3-(4,4,5,5-tetramethyl-1,3,2-dioxaborolan-2-yl)benzyl)morpholine CC1(OB(OC1(C)C)C=1C=C(CN2CCOCC2)C=CC1)C